2-(1-acryloyl-4-(2-((1-ethylpyrrolidin-2-yl)methoxy)-7-(7-hydroxy-3,4-dihydroquinolin-1(2H)-yl)-5,6,7,8-tetrahydroquinazolin-4-yl)piperazin-2-yl)acetonitrile C(C=C)(=O)N1C(CN(CC1)C1=NC(=NC=2CC(CCC12)N1CCCC2=CC=C(C=C12)O)OCC1N(CCC1)CC)CC#N